2-(hydroxymethyl)acrylic acid OCC(C(=O)O)=C